C(CC(=O)C)(=O)CCC[Si](OC)(OC)OC γ-acetoacetyl-propyltrimethoxysilane